C12(CCC(CC1)C2)C(C(OC(C(S(=O)(=O)[O-])(F)F)(F)F)(F)F)(F)F 5-norbornyloctafluoro-3-oxapentanesulfonate